tert-butyl 4-[(2S)-2-{[8-(dimethylamino)quinazolin-4-yl]amino} propyl]piperazine-1-carboxylate CN(C=1C=CC=C2C(=NC=NC12)N[C@H](CN1CCN(CC1)C(=O)OC(C)(C)C)C)C